(R)-6-((1-cyclopropyl-3-oxoisoindolin-2-yl)methyl)benzo[d]oxazol-2(3H)-one C1(CC1)[C@H]1N(C(C2=CC=CC=C12)=O)CC1=CC2=C(NC(O2)=O)C=C1